[1,4]Dioxin-6-yl-ethylamine O1C=COC=C1NCC